BrC1=CC(=C(C#N)C(=C1)F)OC(F)F 4-bromo-2-(difluoromethoxy)-6-fluorobenzonitrile